7-ethyl-1,3-dimethyl-8-(propylsulfanyl)-1H-purine-2,6(3H,7H)-dione C(C)N1C(=NC=2N(C(N(C(C12)=O)C)=O)C)SCCC